FC1=C(C=CC=2OCC(NC21)=O)CC=2C(=NC1=CC=CC=C1C2)OC 5-Fluoro-6-((2-methoxyquinolin-3-yl)methyl)-2H-benzo[b][1,4]oxazin-3(4H)-one